[Si](C)(C)(C(C)(C)C)NS(=O)(=NC(NC1=C2C(=NC3=C1CCC3)C(CC2)C)=O)C=2SC(=C(N2)C(C)(C)O)C N-(tert-butyldimethylsilyl)-4-(2-hydroxypropan-2-yl)-5-methyl-N'-((3-methyl-1,2,3,5,6,7-hexa-hydrodicyclopenta[b,e]pyridin-8-yl)carbamoyl)thiazole-2-sulfonimidamide